C1(CCCC1)CC(=O)NC1=C(C=C(C=C1C(C)C)N1CCOCC1)C(C)C 2-Cyclopentyl-N-(2,6-diisopropyl-4-morpholin-4-yl-phenyl)-acetamide